N[C@H](CO)C1=CC(=C(C=C1)Cl)C=1NC=CN1 (S)-2-amino-2-(4-chloro-3-(1H-imidazol-2-yl)phenyl)ethan-1-ol